(±)-trans-N-[8-(benzhydrylideneamino)-7-(difluoromethyl)-6-(4-methyl-3-pyridyl)-3-isoquinolyl]-2-cyano-cyclopropanecarboxamide C(C1=CC=CC=C1)(C1=CC=CC=C1)=NC=1C(=C(C=C2C=C(N=CC12)NC(=O)[C@H]1[C@@H](C1)C#N)C=1C=NC=CC1C)C(F)F |r|